O1C(CC1)N1C(N(C(N(C1=O)C1OCC1)=O)C1OCC1)=O 1,3,5-tris(oxetan-2-yl)-1,3,5-triazinane-2,4,6-trione